ClC1=CC(=C2C(=N1)C1(OCC2)COCC1)OCC1=CC=NC=C1 2'-chloro-4'-(pyridin-4-ylmethoxy)-4,5,5',6'-tetrahydro-2H-spiro[furan-3,8'-pyrano[3,4-b]pyridine]